5-methyl-5-phenyl-hydantoin CC1(C(NC(N1)=O)=O)C1=CC=CC=C1